CN1N=CC2=C1C(=NN(C2=O)CC(=O)N[C@@H](C)C2=C(C=C(C=C2)C)F)C (S)-2-(1,7-dimethyl-4-oxo-1,4-dihydro-5H-pyrazolo[3,4-d]pyridazin-5-yl)-N-(1-(2-fluoro-4-methylphenyl)ethyl)acetamide